ClC=1C(=C(C(=O)N)C=C(C1)Cl)S(N[C@@H]([C@H](C)C1=C(C(=CC=C1F)C)C)C=1OC(NN1)=O)(=O)=O 3,5-dichloro-2-(N-((1S,2R)-2-(6-fluoro-2,3-dimethylphenyl)-1-(5-oxo-4,5-dihydro-1,3,4-oxadiazol-2-yl)propyl)sulfamoyl)benzamide